Ethyl-3-{3-[1-(4-amino-3-methyl-1H-pyrazolo[3,4-d]pyrimidin-1-yl)ethyl]-5-chloro-6-cyano-2-methoxyphenyl}azetidine C(C)N1CC(C1)C1=C(C(=CC(=C1C#N)Cl)C(C)N1N=C(C=2C1=NC=NC2N)C)OC